N[C@H]1CS(C2=C(N(C1=O)CC1=CC=C(C=C1)Cl)C=C(C=C2)C2=NN=C(O2)C(C#N)(C)C)(=O)=O 2-[5-[(3R)-3-amino-5-[(4-chlorophenyl)methyl]-1,1,4-trioxo-2,3-dihydro-1λ6,5-benzothiazepin-7-yl]-1,3,4-oxadiazol-2-yl]-2-methyl-propanenitrile